C(C)(C)(C)N(C(O)=O)[C@@H]1CC[C@H](CC1)C(=O)NNC(COC1=CC=C(C=C1)Cl)=O.CC1=CC(=CC=C1)S(=O)(=O)NC(C1=CC=CC=C1)=O N-(m-toluenesulfonyl)benzamide trans-tert-butyl-(4-(2-(2-(4-chlorophenoxy)acetyl)hydrazine-1-carbonyl)cyclohexyl)carbamate